C(C)\C(=C(/C(=O)O)\CC)\C(=O)O.C(\C=C\C(=O)OCC)(=O)OCC diethyl fumarate (diethyl (E)-but-2-enedioate)